(S)-8-(2-amino-6-((R)-2,2,2-trifluoro-1-(3'-(piperidine-1-carbonyl)-[1,1'-biphenyl]-4-yl)ethoxy)pyrimidin-4-yl)-2,8-diazaspiro[4.5]decane-3-carboxylic acid NC1=NC(=CC(=N1)N1CCC2(C[C@H](NC2)C(=O)O)CC1)O[C@@H](C(F)(F)F)C1=CC=C(C=C1)C1=CC(=CC=C1)C(=O)N1CCCCC1